Di(2,4-dichlorobenzoyl)peroxid ClC1=C(C(=O)OOC(C2=C(C=C(C=C2)Cl)Cl)=O)C=CC(=C1)Cl